S1CN=C2C1=CC=1C=CC=CC12 indenothiazole